(2-chloro-5-iodopyridin-4-yl)-N-(methylsulfonyl)methanesulfonamide ClC1=NC=C(C(=C1)CS(=O)(=O)NS(=O)(=O)C)I